(R)-N-(3-(1-((2-amino-5-chloropyridin-3-yl)oxy)ethyl)-phenyl)-5-methylnicotinamide NC1=NC=C(C=C1O[C@H](C)C=1C=C(C=CC1)NC(C1=CN=CC(=C1)C)=O)Cl